1-(4-methoxybenzyl)-3-(2-(3-(piperidin-1-yl)benzoyl)-2-azaspiro[3.3]heptan-6-yl)urea COC1=CC=C(CNC(=O)NC2CC3(CN(C3)C(C3=CC(=CC=C3)N3CCCCC3)=O)C2)C=C1